ClC1=CC(=C(C=C1Cl)C1CC(N(C1)C(=O)OC(C)(C)C)CO)OC tert-butyl 4-(4,5-dichloro-2-methoxyphenyl)-2-(hydroxymethyl)pyrrolidine-1-carboxylate